D-erythritol C([C@H](O)[C@H](O)CO)O